tert-butyl (R)-(1-(6-(2,4-dioxoimidazolidin-1-yl)pyridin-3-yl)-3-(4-hydroxypiperidin-1-yl)propyl)carbamate O=C1N(CC(N1)=O)C1=CC=C(C=N1)[C@@H](CCN1CCC(CC1)O)NC(OC(C)(C)C)=O